N1=C(C(=CC=C1)C=O)C1=NC=CC=C1C=O bipyridine-3,3'-dicarboxaldehyde